2-ethyl-1-methyl-1H-benzo[d]imidazole C(C)C1=NC2=C(N1C)C=CC=C2